C1=CC=C(C=C1)NS(=O)(=O)C2=CN=CC=C2 N-phenylpyridine-3-sulfonamide